2,6-difluoro-N-(4-(2-(4-fluorophenyl)but-3-yn-2-yl)thiazol-2-yl)-4-(2-methyl-3-oxo-2,3-dihydro-1H-pyrazol-4-yl)benzamide FC1=C(C(=O)NC=2SC=C(N2)C(C)(C#C)C2=CC=C(C=C2)F)C(=CC(=C1)C=1C(N(NC1)C)=O)F